tert-Butyl [3-({(1R)-1-[1-benzyl-4-(2,5-difluorophenyl)-1H-imidazol-2-yl]-2,2-dimethylpropyl}amino)propyl]carbamate C(C1=CC=CC=C1)N1C(=NC(=C1)C1=C(C=CC(=C1)F)F)[C@@H](C(C)(C)C)NCCCNC(OC(C)(C)C)=O